C(C)OC(=O)C1=NC=2N(C=C1)C=CN2 imidazo[1,2-a]pyrimidine-7-carboxylic acid ethyl ester